6-benzyl-3-(3-bromobenzyl)-2,3,4,6-tetrahydropyrido[3,4-c][1,8]naphthyridine-5(1H)-one C(C1=CC=CC=C1)N1C(C2=C(C=3C=CC=NC13)CCN(C2)CC2=CC(=CC=C2)Br)=O